C[C@@]12[C@@H](O)CC[C@H]1[C@@H]1CC[C@H]3CC(O)CC[C@]3(C)[C@H]1CC2 5α-androstanediol